2-azido-1-(4-methoxyphenyl)ethanone tert-butyl-trans-3-cyano-4-(4-(trifluoromethyl)benzyloxy)pyrrolidine-1-carboxylate C(C)(C)(C)OC(=O)N1C[C@H]([C@@H](C1)OCC1=CC=C(C=C1)C(F)(F)F)C#N.N(=[N+]=[N-])CC(=O)C1=CC=C(C=C1)OC